(6R)-17-amino-12-[(3-cyclopropyl-5-fluoro-phenyl)methyl]-6-hydroxy-6,15-bis(trifluoromethyl)-19-oxa-3,4,12,18-tetrazatricyclo[12.3.1.12,5]nonadeca-1(18),2,4,14,16-pentaen-13-one NC1=CC(=C2C(N(CCCCC[C@@](C3=NN=C(C1=N2)O3)(C(F)(F)F)O)CC3=CC(=CC(=C3)F)C3CC3)=O)C(F)(F)F